(R)-6-Isopropyl-3-methylcyclohexen-2-one C(C)(C)C=1CC[C@H](C(C1)=O)C